2-chloro-N-(4-(Difluoromethoxy)phenyl)-5-nitropyrimidin-4-amine ClC1=NC=C(C(=N1)NC1=CC=C(C=C1)OC(F)F)[N+](=O)[O-]